C(CC)C1=C(C(=O)N)C(=CC=C1)I propyl-6-iodobenzamide